(S)-2-(3-(benzo[d]isoxazol-3-yloxy)pyrrolidin-1-yl)-N-(3-(2-((1,5-dimethyl-1H-pyrazol-3-yl)amino)-5-methylpyrimidin-4-yl)-1H-indol-7-yl)acetamide O1N=C(C2=C1C=CC=C2)O[C@@H]2CN(CC2)CC(=O)NC=2C=CC=C1C(=CNC21)C2=NC(=NC=C2C)NC2=NN(C(=C2)C)C